methyl 2-(2-{2-[5'-fluoro-1'-methyl-3-(trifluoromethyl)-[4,6'-biindazol]-1-yl]acetamido}acetamido)acetate FC=1C=C2C=NN(C2=CC1C=1C=2C(=NN(C2C=CC1)CC(=O)NCC(=O)NCC(=O)OC)C(F)(F)F)C